O1COC2=C1C=CC(=C2)C=CC(=O)C2=C(C=C(C=C2OC)OC)O 3-(1,3-Benzodioxol-5-yl)-1-(2-hydroxy-4,6-dimethoxyphenyl)prop-2-en-1-one